1-bromo-3-methyl-but-2-ene BrCC=C(C)C